FC1=C(C=C(C(=C1)OC)OCC1=CC=C(C2=C1N=CS2)F)N2C(NC=1C(C2=O)=C(SC1)C(=O)O)=O 3-{2-fluoro-5-[(7-fluoro-1,3-benzothiazol-4-yl)methoxy]-4-methoxyphenyl}-2,4-dioxo-1H-thieno[3,4-d]pyrimidine-5-carboxylic acid